C(CCC)C1=C(C=CC(=C1)CCCC)OP(=O)(OC1=C(C=C(C=C1)CCCC)CCCC)OC1=C(C=C(C=C1)CCCC)CCCC tris(2,4-di-butylphenyl)phosphate